1-(3-((4,4-bis(((Z)-oct-5-en-1-yl)oxy)butanoyl)oxy)-2-(((4-(((2-(pyrrolidin-1-yl)ethyl)carbamoyl)oxy)decanoyl)oxy)methyl)propyl) 8-(3-pentyloctyl) octanedioate C(CCCCCCC(=O)OCCC(CCCCC)CCCCC)(=O)OCC(COC(CCC(OCCCC\C=C/CC)OCCCC\C=C/CC)=O)COC(CCC(CCCCCC)OC(NCCN1CCCC1)=O)=O